F/C=C(\CNC(OC(C)(C)C)=O)/CS(=O)(=O)C1=CC(=CC=C1)S(=O)(=O)C1=CC=CC=C1 tert-butyl (E)-(3-fluoro-2-(((3-(phenylsulfonyl)phenyl)sulfonyl)-methyl)allyl)carbamate